4-(R)-hydroxy-pyrrolidin-2-one O[C@@H]1CC(NC1)=O